Cl.C[C@@H]1CN(CCC1C)C1=CC=C(N=N1)NC(=O)C1=CC2=CN(N=C2C=C1OCC)C (S)-N-(6-(3,4-dimethylpiperidin-1-yl)pyridazin-3-yl)-6-ethoxy-2-methyl-2H-indazole-5-carboxamide hydrochloride